5-(imidazo[1,2-a]pyridin-6-yl)-N-(trans-3-(methoxymethyl)cyclobutyl)pyrrolo[2,1-f][1,2,4]triazin-2-amine N=1C=CN2C1C=CC(=C2)C=2C=CN1N=C(N=CC12)N[C@@H]1C[C@H](C1)COC